ClC1=NN=C(C2=CC=CC=C12)NCC(C)C 1-((4-chlorophthalazin-1-yl)amino)-2-methylpropane